3-iodo-2-propynylbutyl-carbamate IC(C(CNC([O-])=O)C#CC)C